N-(tert-butyldimethylsilyl)-3-fluoro-4-(2-hydroxy-prop-2-yl)thiophene-2-sulfonamide [Si](C)(C)(C(C)(C)C)NS(=O)(=O)C=1SC=C(C1F)C(C)(C)O